(S)-3-mercapto-2-(2-methoxyethoxy)propan-1-ol SC[C@H](CO)OCCOC